3-(4-((1,3-Dioxolan-2-yl)methyl)-3-methyl-2-oxo-2,3-dihydro-1H-benzo[d]imidazol-1-yl)piperidine-2,6-dione O1C(OCC1)CC1=CC=CC=2N(C(N(C21)C)=O)C2C(NC(CC2)=O)=O